N1C(=CC=2C=NC=CC21)CC(C(=O)N)N2C(=NC=C(C2=O)NCC2=CC1=C(OC3=C1C=CC=C3)C=C2)C2=CC=C(C=C2)NC(CO)=O ((1H-pyrrolo[3,2-c]pyridin-2-yl)methyl)-2-(5-((dibenzo[b,d]furan-2-ylmethyl)amino)-2-(4-(2-hydroxyacetamido)phenyl)-6-oxopyrimidin-1(6H)-yl)acetamide